NC1=NC=NN2C1=C(C=C2C=2C=C(C(=NC2)OC)C(=O)NC2CN(CC2F)CC2=CN=CN2CC)C(F)(F)F 5-[4-amino-5-(trifluoromethyl)pyrrolo[2,1-f][1,2,4]triazin-7-yl]-N-{1-[(1-ethyl-1H-imidazol-5-yl)methyl]-4-fluoropyrrolidin-3-yl}-2-methoxypyridine-3-carboxamide